C1(CC1)C1=NC=C(C=N1)CCNCCNC(OC(C)(C)C)=O tert-Butyl N-[2-[2-(2-cyclopropylpyrimidin-5-yl)ethylamino]ethyl]carbamate